(1R)-4-chloro-3-(trifluoromethyl)-2,3-dihydrodispiro[indene-1,1'-cyclohexane-3',2''-[1,3]dioxolan]-3-ol ClC1=C2C(C[C@]3(CC4(OCCO4)CCC3)C2=CC=C1)(O)C(F)(F)F